CC=1SC(=C(N1)C1=CC=CC=C1)OC1=CC(=NC=C1)NC=1C=NC=C(C(=O)N)C1 5-((4-((2-methyl-4-phenylthiazol-5-yl)oxy)pyridin-2-yl)amino)nicotinamide